2-[3-(3,4-dihydro-1H-isoquinolin-2-yl)-2-hydroxy-propyl]-4,5-dihydro-3H-2-benzazepine-1-on C1N(CCC2=CC=CC=C12)CC(CN1C(C2=C(CCC1)C=CC=C2)=O)O